(R)-5-(4,4-difluoropiperidin-3-yl)-1-methylpyridin-2(1H)-one FC1([C@@H](CNCC1)C=1C=CC(N(C1)C)=O)F